3-hydroxy-5-(2-(4-(trifluoromethoxy)phenyl)thiazol-4-yl)cyclohex-2-en-1-one OC1=CC(CC(C1)C=1N=C(SC1)C1=CC=C(C=C1)OC(F)(F)F)=O